3-[(3S)-4,4-difluorotetrahydrofuran-3-yl]-1-[(1S)-3-(4-fluorophenyl)-1-(4-pyridyl)propyl]-1-methyl-urea FC1([C@H](COC1)NC(N(C)[C@@H](CCC1=CC=C(C=C1)F)C1=CC=NC=C1)=O)F